BrC=1C(=CC=2C(=NSC2N)C1F)Cl 6-bromo-5-chloro-7-fluorobenzo[c]Isothiazol-3-amine